BrC1=CC(=C(C=C1)NC(CCN1C(C2=CC=CC=C2C1=O)=O)(C)C)[N+](=O)[O-] 2-(3-((4-bromo-2-nitrophenyl)amino)-3-methylbutyl)isoindoline-1,3-dione